OCCNC(=O)C1=NC(=NC(=C1C1=C(C(=CC=C1)Cl)Cl)N)N1CCC(CC1)(C)N 6-Amino-2-(4-amino-4-methyl-piperidin-1-yl)-5-(2,3-dichloro-phenyl)-pyrimidine-4-carboxylic acid (2-hydroxy-ethyl)-amide